BrC1=CC(N(C=C1)C(CN(C)CC)C1=CC(=CC=C1)Cl)=O 4-Bromo-1-(1-(3-chlorophenyl)-2-(ethyl(methyl)amino)ethyl)pyridin-2(1H)-one